FC=1C=C(C=C(C1)F)[C@@H]1CC[C@H]2OC3(C(N21)=O)CCN(CC3)C(C3=CC(=CC=C3)O)=O (5'S,7a'R)-5'-(3,5-difluoro-phenyl)-1-(3-hydroxy-benzoyl)tetrahydro-3'H-spiro[piperidine-4,2'-pyrrolo[2,1-b]oxazol]-3'-one